FC1=CC=CC=2OC3(CCC3)OC21 4-fluorospiro[benzo[d][1,3]dioxole-2,1'-cyclobutane]